N-{[5-(3,3-difluorocyclobutyl)pyridin-2-yl](phenyl)methyl}-4-fluoro-1-[2-(4-methyl-1,3-oxazol-2-yl)acetyl]pyrrolidine-2-carboxamide FC1(CC(C1)C=1C=CC(=NC1)C(NC(=O)C1N(CC(C1)F)C(CC=1OC=C(N1)C)=O)C1=CC=CC=C1)F